N-((S)-(4,4-difluorocyclohexyl)(5-(4-((S)-2-oxo-4-(trifluoromethyl)imidazolidin-1-yl)tetrahydro-2H-pyran-4-yl)benzo[d]oxazol-2-yl)methyl)-1-methyl-1H-pyrazole-5-carboxamide FC1(CCC(CC1)[C@H](NC(=O)C1=CC=NN1C)C=1OC2=C(N1)C=C(C=C2)C2(CCOCC2)N2C(N[C@@H](C2)C(F)(F)F)=O)F